C(C)(=O)C=1C=C(C=C(C1)C(F)F)NC(C)=O N-(3-acetyl-5-(difluoromethyl)phenyl)acetamide